ClC1=CC=C2C(=N1)N(C=C2I)COCC[Si](C)(C)C 6-chloro-3-iodo-1-((2-(trimethylsilyl)ethoxy)methyl)-1H-pyrrolo[2,3-b]pyridine